O=S1(N=C2N(CC1)C=CC=C2C=C2CCN(CC2)C(=O)OC(C)(C)C)=O tert-butyl 4-[(2,2-dioxido-3,4-dihydropyrido[2,1-c][1,2,4]thiadiazin-9-yl)methylidene]piperidine-1-carboxylate